ClC=1C=CC2=C(C(=NCC(N2C)=O)C2=CC=CC=C2)C1 7-chloro-1-methyl-5-phenyl-1,3-dihydro-1,4-benzodiazepine-2-one